C[C@@H]1N2N=CC(C3=NNC=4C=CC(O[C@@H](CCOCC1)C)=CC34)=C2 (6S,12R)-6,12-dimethyl-9,13-dioxa-4,5,18,19-tetraazatetracyclo[12.5.2.12,5.017,20]docosa-1(19),2(22),3,14(21),15,17(20)-hexaene